C(C1=CC=CC=C1)OCCN1N=C(N=C1)C=1C(=C(C=CC1)NC1=C(N=NC(=C1)NC(=O)C1CC1)C(=O)NOCC)OC 4-((3-(1-(2-(benzyloxy)ethyl)-1H-1,2,4-triazol-3-yl)-2-methoxyphenyl)amino)-6-(cyclopropanecarboxamido)-N-ethoxypyridazine-3-carboxamide